3-[2-(2,6-dioxo-hexahydropyridin-3-yl)-3-oxo-2,3-dihydro-1H-isoindol-5-yl]-N-[3-(5-methyl-5-aza-2-oxahex-6-yl)-4-(pyridin-4-yl)phenyl]propionamide O=C1NC(CCC1N1CC2=CC=C(C=C2C1=O)CCC(=O)NC1=CC(=C(C=C1)C1=CC=NC=C1)CN(CCOC)C)=O